racemic-benzyl-((1R,2S,4R,5S)-bicyclo[2.2.1]heptane-2,5-diyl) dicarbamate C(N)(O[C@@H]1[C@@]2(C[C@@H]([C@@H](C1)C2)OC(N)=O)CC2=CC=CC=C2)=O |r|